1,3-benzoxazol-2-yl-7-(diethylamino)-2H-chromen-2-one O1C(=NC2=C1C=CC=C2)C=2C(OC1=CC(=CC=C1C2)N(CC)CC)=O